ClC=1C=C(C=C(C1)Cl)C1=CC=C(C=C1)CCC(=O)O 3-(3',5'-dichloro-[1,1'-biphenyl]-4-yl)propionic acid